bishydroxyethyl-oleyl-amine OCCN(CCCCCCCC\C=C/CCCCCCCC)CCO